(5-(3,5-difluorophenyl)-4,5-dihydro-1H-pyrazol-1-yl)(3-((4-(pyrazin-2-yl)-1H-pyrazol-1-yl)methyl)-bicyclo[1.1.1]pentan-1-yl)-methanone FC=1C=C(C=C(C1)F)C1CC=NN1C(=O)C12CC(C1)(C2)CN2N=CC(=C2)C2=NC=CN=C2